methyl 5-(1-cyclopropylethyl)-1-{[2-(trimethylsilyl) ethoxy] methyl}-1H-pyrazole-3-carboxylate C1(CC1)C(C)C1=CC(=NN1COCC[Si](C)(C)C)C(=O)OC